6-(1-methylindazole-6-amido)-1-[[2-(trimethylsilyl)ethoxy]methyl]pyrrolo[3,2-c]pyridin-2-ylethyl methanesulfonate CS(=O)(=O)OCCC1=CC=2C=NC(=CC2N1COCC[Si](C)(C)C)NC(=O)C1=CC=C2C=NN(C2=C1)C